(2-((tert-butyldimethylsilyl)oxy)ethyl)-3-((tetrahydro-2H-pyran-4-yl)oxy)-1H-pyrazol-4-amine [Si](C)(C)(C(C)(C)C)OCCN1N=C(C(=C1)N)OC1CCOCC1